N[C@@H]1CN(CC1)C=1C=NC(=NC1)C=1C=C(C(=O)N[C@@H](C=2NC3=CC=CC=C3C2)C2=C(C=CC(=C2)F)O)C=C(C1)C 3-[5-[(3S)-3-aminopyrrolidin-1-yl]pyrimidin-2-yl]-N-[(R)-(5-fluoro-2-hydroxy-phenyl)-(1H-indol-2-yl)methyl]-5-methyl-benzamide